CC1=C(C(=CC=C1)C(F)(F)F)COC=1C=NC(=NC1)N1CCNCC1 5-{[2-methyl-6-(trifluoromethyl)phenyl]methoxy}-2-(piperazin-1-yl)pyrimidine